FC1=CC=C(C=C1)C1(C(NC2=C3C(=CC=C12)OCC3)=O)O 3-(4-fluorophenyl)-3-hydroxy-1,3,7,8-tetrahydro-2H-furo[2,3-g]indol-2-one